N-methyl-2-(tetrahydro-2H-pyran-4-yl)acrylamide CNC(C(=C)C1CCOCC1)=O